N1(C=NC=C1)CCCNCCCCCCCC(=O)OC(CCCCCCCC)CCCCCCCC heptadecan-9-yl 8-((3-(1H-imidazol-1-yl)propyl)amino)octanoate